CC(C=C)=O n-buteneOne